[N+](=O)([O-])C1=CC=C(C=C1)N1C(C2=CC=CC=C2C1=O)=O 2-(4-nitrophenyl)isoindoline-1,3-dione